ClC1=C2C=CC=NC2=C(C=C1)OCC(=O)OC Methyl (5-chloro-8-quinolinoxy)acetate